C1(CCCC1)P(C1=CSC=C1P(C1CCCC1)C1CCCC1)C1CCCC1 3,4-bis(dicyclopentylphosphino)thiophene